N-(5-(N-(2,6-dimethylphenyl)sulfamoyl)-6-methoxypyridin-3-yl)-2-(pyridin-4-yl)thiazole-4-carboxamide CC1=C(C(=CC=C1)C)NS(=O)(=O)C=1C=C(C=NC1OC)NC(=O)C=1N=C(SC1)C1=CC=NC=C1